(7-fluoro-9-hydroxy-5-(isopentyloxy)-4-oxo-1,2-dihydro-4H-pyrrolo[3,2,1-ij]quinolin-8-yl)-1,2,5-thiadiazolin-3-one 1,1-dioxide FC1=C2C=C(C(N3C2=C(C(=C1N1S(N=CC1=O)(=O)=O)O)CC3)=O)OCCC(C)C